C(CC)(=O)ONC(=O)N ureido propionate